(E)-N-(6-((tert-butyldiphenylsilyl)oxy)hexyl)-2-methylpropane-2-sulfinamide [Si](C1=CC=CC=C1)(C1=CC=CC=C1)(C(C)(C)C)OCCCCCCNS(=O)C(C)(C)C